methylene-3-(3',5'-di-t-butyl-4'-hydroxyphenyl)-propionate C=C(C(=O)[O-])CC1=CC(=C(C(=C1)C(C)(C)C)O)C(C)(C)C